FC1([C@@H](CN2C(N(CC[C@@H]21)C2=NOC1=C2C(=CC=C1)C1=C(C=CC=C1)F)=O)NS(=O)(=O)C)F N-{(4aR,6R)-5,5-difluoro-2-[4-(2-fluorophenyl)-1,2-benzoxazol-3-yl]-1-oxooctahydropyrrolo[1,2-c]pyrimidin-6-yl}methanesulfonamide